Tert-butyl 5-((3-cyclopropyl-5-((2-(methylthio)pyridin-4-yl)carbamoyl)-4-(trifluoromethyl)-1H-pyrazol-1-yl)methyl)-2-azaspiro[3.3]heptane-2-carboxylate C1(CC1)C1=NN(C(=C1C(F)(F)F)C(NC1=CC(=NC=C1)SC)=O)CC1C2(CN(C2)C(=O)OC(C)(C)C)CC1